(2-chloro-5-fluoropyrimidin-4-yl)-3,3-diethyl-7-fluoro-2-methyl-3H-indole ClC1=NC=C(C(=N1)C1=C2C(C(=NC2=C(C=C1)F)C)(CC)CC)F